FC(C(CC(CC(=O)OCC)=O)=O)F ethyl 6,6-difluoro-3,5-dioxo-hexanoate